ClC1=CC=C2C(C(=CN(C2=C1)C1=CC=CC=C1)CC1=C(C(=O)N)C=CC(=N1)N1CCCC1)=O (7-Chloro-4-oxo-1-phenyl-1,4-dihydro-quinolin-3-ylmethyl)-6-pyrrolidin-1-yl-nicotinamide